8-epi-Cedrol C[C@@H]1CCC2[C@]13CC[C@]([C@H](C3)C2(C)C)(C)O